CC1=NOC(=C1C=1C=C(C=CC1OCCN1CCOCC1)NC(C1=CC(=CC=C1)C(F)(F)F)=O)C N-[3-(3,5-dimethylisoxazol-4-yl)-4-(2-morpholinoethoxy)phenyl]-3-(trifluoromethyl)benzamide